C1(=CC=CC=C1)C1=NNC=C1 (phenyl)-(pyrazol)